CC=1N=C2N(N=C(C=C2C)C=2C=CC3=C(C=NN(C3=O)C3C[C@@H](N[C@H](C3)C)C)N2)C1 2-(2,8-dimethyl-imidazo[1,2-b]pyridazin-6-yl)-6-[(2S,6S)-2,6-dimethyl-4-piperidyl]pyrido[2,3-d]pyridazin-5-one